4-(ethoxydimethylsilyl)stilbene C(C)O[Si](C1=CC=C(C=C1)C=CC1=CC=CC=C1)(C)C